(E)-dimethyl fumarate C(\C=C\C(=O)OC)(=O)OC